4-((3-(2-cyanoethoxy)cyclopentyl)amino)-1H-pyrrolo[2,3-b]pyridine-5-carboxylic acid ethyl ester C(C)OC(=O)C=1C(=C2C(=NC1)NC=C2)NC2CC(CC2)OCCC#N